3-(1-(4-bromo-2-fluorophenyl)piperidin-4-yl)propanoate BrC1=CC(=C(C=C1)N1CCC(CC1)CCC(=O)[O-])F